4-(6-oxa-2-azaspiro[3.4]oct-2-yl)aniline C1N(CC12COCC2)C2=CC=C(N)C=C2